OC1C(=CC(CC1(C(C)(C)C)C(C)(C)C)(C(C)(C)C)C(C)(C)C)N1N=C2C(=N1)C=CC=C2 2-(2'-Hydroxy-3',5'-Di-tert-butyl-3',5'-Di-tert-butylphenyl)-benzotriazole